(S)-7-(1-(2-methoxyethyl)-1H-indazol-4-yl)-2-oxo-1,2-dihydrospiro[pyrido[2,3-b][1,4]oxazine-3,3'-pyrrolidine]-1'-carbonitrile COCCN1N=CC2=C(C=CC=C12)C1=CC2=C(O[C@@]3(CN(CC3)C#N)C(N2)=O)N=C1